8-Oxa-2-aza-spiro[4.5]decane-2-carboxylic acid [7-(2-amino-pyridin-4-yl)-4-methoxy-thiazolo[4,5-c]pyridin-2-yl]-amide NC1=NC=CC(=C1)C=1C2=C(C(=NC1)OC)N=C(S2)NC(=O)N2CC1(CC2)CCOCC1